Tert-butyl 4-[3-(hydroxymethyl)bicyclo[1.1.1]pentan-1-yl]-2,3-dihydroindole-1-carboxylate OCC12CC(C1)(C2)C2=C1CCN(C1=CC=C2)C(=O)OC(C)(C)C